1-(2-iodophenyl)-6-methoxy-1H-indole IC1=C(C=CC=C1)N1C=CC2=CC=C(C=C12)OC